NC=1C=C(C=CC1)S(=O)(=O)NC1=NC(=CC(=N1)OC=1C=CC(=C(C(=O)O)C1)Cl)C1=C(C=CC=C1C)C 5-[2-[(3-aminophenyl)sulfonylamino]-6-(2,6-dimethylphenyl)pyrimidin-4-yl]oxy-2-chloro-benzoic acid